ethyl 3-(6-bromo-3-nitropyridin-2-yl)-3-oxopropanoate BrC1=CC=C(C(=N1)C(CC(=O)OCC)=O)[N+](=O)[O-]